C(C)(C)(C)OC(=O)C1=NC=CC=C1N1CCC2=C1N=NC(=C2C)NC=2SC1=C(N2)C=CC=C1 {3-[(1,3-benzothiazol-2-yl)amino]-4-methyl-5H,6H,7H-pyrrolo[2,3-C]pyridazin-7-yl}pyridine-2-carboxylic acid tert-butyl ester